NC1=NC=CC=C1CNC=1C2=C(N=C(N1)OCC13CCCN3CCC1)C(=C(N=C2)C2=CC=CC1=CC=CC(=C21)F)F N-((2-aminopyridin-3-yl)methyl)-8-fluoro-7-(8-fluoronaphthalen-1-yl)-2-((hexahydro-1H-pyrrolizin-7a-yl)methoxy)pyrido[4,3-d]pyrimidin-4-amine